OC1(CCN(CC1)C1=CC(=NC=C1)C(=O)NC=1C=CC=C2C=CC=NC12)C(F)(F)F 4-(4-hydroxy-4-(trifluoromethyl)piperidin-1-yl)-N-(quinolin-8-yl)picolinamide